N-[(2-chlorophenyl)methyl]cyclopropanamine ClC1=C(C=CC=C1)CNC1CC1